C(C=C)NC(C(=O)OCC)=O ethyl 2-(allylamino)-2-oxoacetate